N,N-diethyl-3-methyl-p-phenylenediamine C(C)N(C1=CC(=C(C=C1)N)C)CC